NC(CCCC)(N)N trisaminopentane